2,2-diethoxy-1,2-diphenyl-ethanone (3aR,4R,5R,7R,8S,9R,9aS,12R)-7-ethyl-8-hydroxy-4,7,9,12-tetramethyl-3-oxodecahydro-4,9a-propanocyclopenta[8]annulen-5-yl-2-(tosyloxy)acetate C(C)[C@@]1(C[C@H]([C@@]2([C@H]3[C@]([C@H]([C@@H]1O)C)(CCC3=O)CC[C@H]2C)C)C(C(=O)O)OS(=O)(=O)C2=CC=C(C)C=C2)C.C(C)OC(C(=O)C2=CC=CC=C2)(C2=CC=CC=C2)OCC